5-Methyl-2-(3-methylcyclohex-3-en-1-yl)benzene-1,3-diol CC=1C=C(C(=C(C1)O)C1CC(=CCC1)C)O